2-chloro-3-(1,3-dioxolan-2-yl)aniline ClC1=C(N)C=CC=C1C1OCCO1